N-(3-(3-(dimethylamino)-3-methylpyrrolidin-1-yl)-1-(tetrahydro-2H-pyran-2-yl)-1H-pyrazolo[4,3-c]pyridin-6-yl)acetamide CN(C1(CN(CC1)C1=NN(C2=C1C=NC(=C2)NC(C)=O)C2OCCCC2)C)C